dichloro[1,3-bis(diphenylphosphino)butane] palladium (II) [Pd+2].ClC(CC(C)P(C1=CC=CC=C1)C1=CC=CC=C1)(P(C1=CC=CC=C1)C1=CC=CC=C1)Cl